1-isocyanobutane [N+](#[C-])CCCC